1-Pyrimidyltriazole N1=C(N=CC=C1)N1N=NC=C1